methyl (S)-2-((2-(2,6-difluoro-4-(4-nitro-1H-pyrazol-1-yl)phenyl)-7-methylimidazo[1,2-a]pyridin-3-yl)methyl)morpholine-4-carboxylate FC1=C(C(=CC(=C1)N1N=CC(=C1)[N+](=O)[O-])F)C=1N=C2N(C=CC(=C2)C)C1C[C@H]1CN(CCO1)C(=O)OC